ClC1=C(C=CC(=N1)C1=CC=2N(C=C1)N=C(N2)N2C(=CC=C2C)C)C 7-(6-chloro-5-methylpyridin-2-yl)-2-(2,5-dimethyl-1H-pyrrol-1-yl)-[1,2,4]triazolo[1,5-a]-pyridine